3-bromo-5-[4-(1-fluorocyclopropyl)-6-methoxy-pyrimidin-5-yl]-1H-pyrazolo[4,3-d]pyrimidine BrC1=NNC2=C1N=C(N=C2)C=2C(=NC=NC2OC)C2(CC2)F